C[Si](CCC[Si](C)(C)C)(C)C 1,3-bis(trimethylsilyl)propane